FC1=C2C3(CNC2=CC=C1)CCCC3 4'-fluorospiro[cyclopentane-1,3'-indoline]